2-fluoro-6-formyl-4-((5-(3-(pyrrolidin-1-yl)phenyl)thiazol-2-yl)carbamoyl)phenyl 3,4-dihydroxybutanoate OC(CC(=O)OC1=C(C=C(C=C1C=O)C(NC=1SC(=CN1)C1=CC(=CC=C1)N1CCCC1)=O)F)CO